BrC=1C=C(C=NC1)CN1C(OC2(CN(C2)C(=O)OCCCC)C1)=O butyl 7-((5-bromopyridin-3-yl)methyl)-6-oxo-5-oxa-2,7-diazaspiro[3.4]octane-2-carboxylate